1-(4-(3-isopropyl-2-(pyrazolo[1,5-a]pyrimidin-6-yl)-1H-indol-5-yl)piperidin-1-yl)-2-methylpropan-2-ol C(C)(C)C1=C(NC2=CC=C(C=C12)C1CCN(CC1)CC(C)(O)C)C=1C=NC=2N(C1)N=CC2